C(CCCCC)OC(C=C)=O acrylic acid hexylester